BrC1=C(C(=CC=2C(C3=CC=CC=C3C12)(C)C)F)Cl 4-bromo-3-chloro-2-fluoro-9,9-dimethylfluorene